C(=O)(O)C(=C(C=C(C1=CC=CC=C1)C1=CC=CC=C1)CC(C)(C)C)C(=O)O 1,1-dicarboxy-(2',2'-dimethyl-propyl)-4,4-diphenylbutadiene